COC=1N=C2C(=CC=NC2=CC1OC)ONC1=CC(=CC(=C1)F)F (6,7-Dimethoxy-1,5-Naphthyridin-4-yl)Oxyl-3,5-Difluoroaniline